5-((((R)-azepan-2-yl)methyl)amino)-2-methyl-N-((R)-1-(naphthalen-1-yl)ethyl)benzamide N1[C@H](CCCCC1)CNC=1C=CC(=C(C(=O)N[C@H](C)C2=CC=CC3=CC=CC=C23)C1)C